N-(3-cyclopropyl-1H-pyrazol-5-yl)-2-(1-(3-methoxyphenyl)-1H-pyrazol-4-yl)acetamide C1(CC1)C1=NNC(=C1)NC(CC=1C=NN(C1)C1=CC(=CC=C1)OC)=O